C(#N)C=1C=C(C=CC1)C1=NN2C(N=C(C=C2)C(=O)NCC2(NC(NC2=O)=O)C)=C1C1=CC(=NC(=C1)C)C 2-(3-cyanophenyl)-3-(2,6-dimethyl-4-pyridinyl)-N-[(4-methyl-2,5-dioxo-imidazolidin-4-yl)methyl]pyrazolo[1,5-a]pyrimidine-5-carboxamide